N-(5-Bromo-2-(3-(dimethylamino)propoxy)pyridin-3-yl)-4-methylbenzenesulfonamide BrC=1C=C(C(=NC1)OCCCN(C)C)NS(=O)(=O)C1=CC=C(C=C1)C